C1=CNC(=S)N=C1 thiopyrimidine